1-(2-((4-(4-ethyl-4H-1,2,4-triazol-3-yl)-2-methoxyphenyl)amino)-6-methylpyrido[3,4-d]pyrimidin-8-yl)-3-methylazetidine-3-carbonitrile C(C)N1C(=NN=C1)C1=CC(=C(C=C1)NC=1N=CC2=C(N1)C(=NC(=C2)C)N2CC(C2)(C#N)C)OC